C(C)N1N=CC=2C1=NC(=NC2)C(F)(F)F 1-ethyl-6-(trifluoromethyl)-1H-pyrazolo[3,4-d]pyrimidin